C1(CCC1)C1OC2=C(C(=NC(=C2)S(=O)(=O)C)C2=CN(C3=CN=C(C=C32)NC(C)=O)C)OC1 N-(3-(2-cyclobutyl-7-(methylsulfonyl)-2,3-dihydro-[1,4]dioxino[2,3-c]pyridin-5-yl)-1-methyl-1H-pyrrolo[2,3-c]pyridin-5-yl)acetamide